BrC1=C(C=NNC1=O)O[C@H](CO[C@@H]1C(N(CC1)C1CCN(CC1)C1=NC=C(C#N)C=C1)=O)C 6-(4-((S)-3-((S)-2-((5-bromo-6-oxo-1,6-dihydropyridazin-4-yl)oxy)propoxy)-2-oxopyrrolidin-1-yl)piperidin-1-yl)nicotinonitrile